(2R,2'R,4a'S,6'S,8a'S)-4,6'-Dihydroxy-2',5',5',8a'-tetramethyl-6-oxo-3,3',4',4a',5',6,6',7,7',8,8',8a'-dodecahydro-2'H-spiro[furo[2,3-e]isoindole-2,1'-naphthalen]-7'-yl acetate C(C)(=O)OC1[C@H](C([C@@H]2CC[C@H]([C@@]3([C@]2(C1)C)CC=1C(=C2CNC(C2=CC1O)=O)O3)C)(C)C)O